acetylene isopropoxide CC([O-])C.C#C